ClC1=CC2=C(N(C(N=C2N2[C@H](CN(CC2)C(C=C)=O)C)=O)C2=C(N=CS2)C2CC2)N=C1C1=C(C=CC=C1O)F 6-chloro-1-(4-cyclopropyl-1,3-thiazol-5-yl)-7-(2-fluoro-6-hydroxyphenyl)-4-((2S)-2-methyl-4-(2-propenoyl)-1-piperazinyl)pyrido[2,3-d]pyrimidin-2(1H)-one